1-bromodibenzo-[b,d]furan BrC1=CC=CC=2OC3=C(C21)C=CC=C3